N1C=C(C2=CC=CC=C12)CCC1(C(N(C(=C(C1)C(=O)N(C)C)C)C1=CC(=CC=C1)C(F)(F)F)=O)C(=O)N 3-[2-(1H-indol-3-yl)ethyl]-N5,N5,6-trimethyl-2-oxo-1-[3-(trifluoromethyl)-phenyl]-1,2-dihydropyridine-3,5-dicarboxamide